tert-butyl ((4-(((6-cyclopropyl-8-fluoroimidazo[1,2-a]pyridin-2-yl)methyl)amino)-2-nitrophenyl)sulfonyl)carbamate C1(CC1)C=1C=C(C=2N(C1)C=C(N2)CNC2=CC(=C(C=C2)S(=O)(=O)NC(OC(C)(C)C)=O)[N+](=O)[O-])F